C1=C(C=CC2=CC=CC=C12)C=1C2=CC=CC=C2C(=C2C=CC(=CC12)C1=CC=C(C=C1)C1=NC2=C(N1C1=CC=CC=C1)C=CC=C2)C2=CC1=CC=CC=C1C=C2 4-(9,10-di(naphthalene-2-yl)anthracene-2-yl)phenyl-1-phenyl-1H-benzo[d]imidazole